C(CC)OC(C(=CCCCC)O)=O propyl-2-hydroxyheptenoate